2-chloro-N-(4-(1-methyl-5-(3-(methylsulfonamido)benzamido)-1H-pyrazol-3-yl)phenyl)benzamide ClC1=C(C(=O)NC2=CC=C(C=C2)C2=NN(C(=C2)NC(C2=CC(=CC=C2)NS(=O)(=O)C)=O)C)C=CC=C1